FC(S(=O)(=O)[O-])(F)F.C(C)(C)(C)C=1C(=C(C=CC1)[I+]C1=CC=CC=C1)C(C)(C)C di-tert-butyldiphenyl-iodonium trifluoromethanesulfonate